C1(CCCCC1)COC1=C(C=C(C=C1)NC1=NC=C(C(=N1)NN1C(OC2=C1C=CC=C2)=O)C)C(F)(F)F [2-(4-cyclohexylmethoxy-3-trifluoromethyl-phenylamino)-5-methyl-pyrimidin-4-ylamino]-3H-benzooxazol-2-one